CC1=C(O)C=CC(=C1)O Methyl-hydroquinone